N-[(1S)-1-methylprop-2-ynyl]-5-(2-pyridyl)thiophene-2-sulfonamide C[C@@H](C#C)NS(=O)(=O)C=1SC(=CC1)C1=NC=CC=C1